trihydroxycyclopropane OC1C(C1O)O